7-[1-(1-Cyano-4-piperidyl)-5-methyl-triazol-4-yl]-5-[1-(5-methyl-2-pyridyl)ethoxy]imidazo[1,2-a]pyridine-3-carbonitrile C(#N)N1CCC(CC1)N1N=NC(=C1C)C1=CC=2N(C(=C1)OC(C)C1=NC=C(C=C1)C)C(=CN2)C#N